NC1=NC=C(C2=C1C=NN2)NC(=O)C(=O)N(C(C)C2=CC=C(C=C2)C(F)(F)F)C N-(4-amino-1H-pyrazolo[4,3-c]pyridin-7-yl)-N'-methyl-N'-[1-[4-(trifluoromethyl)phenyl]ethyl]oxamide